(S)-N-{(S)-2-[6-Bromo-3-fluoro-4-(trimethylsilyl)pyridine-2-yl]-1-[2-(6-fluorobenzo[d]isoxazol-3-yl)phenyl]ethyl}-2-methylpropane-2-sulfinamide BrC1=CC(=C(C(=N1)C[C@@H](C1=C(C=CC=C1)C1=NOC2=C1C=CC(=C2)F)N[S@@](=O)C(C)(C)C)F)[Si](C)(C)C